C1(=CC=CC=C1)SC1=CC=C(C=C1)C1(C(=O)ON=CC(CCCCCC)=O)CC=CC=C1 1,2-octanedione 1-[4-(phenylthio)phenyl]-2-(O-benzoyloxime)